FC1=C(C=CC(=C1)F)[C@@H](C)N1C(=NC2=C1C=C(C(=C2)F)F)N2C[C@H]([C@@H](CC2)F)N (3R,4R)-1-(1-((1R)-1-(2,4-difluorophenyl)ethyl)-5,6-difluoro-1H-benzoimidazol-2-yl)-4-fluoro-3-piperidinamine